FC=1C(=NC=C(C1)C)C(=O)OC1=CC=CC=C1 phenyl 3-fluoro-5-methylpyridinecarboxylate